monochloroformate ClC(=O)[O-]